ClC=1C=C2C(=CNC2=CC1Cl)C(C[N+](=O)[O-])C 5,6-dichloro-3-(1-nitroprop-2-yl)-1H-indole